tert-butyl ((6-(2-amino-6-fluoro-5-(4-morpholinophenyl)pyridin-3-yl)-1-oxo-1,2,3,4-tetrahydroisoquinolin-3-yl)methyl)(methyl)carbamate NC1=NC(=C(C=C1C=1C=C2CC(NC(C2=CC1)=O)CN(C(OC(C)(C)C)=O)C)C1=CC=C(C=C1)N1CCOCC1)F